C(CCCCCCCCCC)(=O)ON1C(C=CC1=O)=O (maleimido) undecanoate